3-(3-bromophenyl)-3-(4-methyl-1,2,4-triazol-3-yl)cyclobutanone BrC=1C=C(C=CC1)C1(CC(C1)=O)C1=NN=CN1C